ethyl 2-bromo-2-(triphenylphosphoranylidene)acetate BrC(C(=O)OCC)=P(C1=CC=CC=C1)(C1=CC=CC=C1)C1=CC=CC=C1